methyltrioctylammonium hydrogensulfate S(=O)(=O)(O)[O-].C[N+](CCCCCCCC)(CCCCCCCC)CCCCCCCC